C1(=C(C(=CC=C1)C(=O)N)C(=O)N)C=CC1=CC=CC=C1 stilbenebisamide